(R)-N-(1-cyclobutyl-6-(2-hydroxypropan-2-yl)-1H-benzo[d]imidazol-2-yl)-3-phenylbutanamide C1(CCC1)N1C(=NC2=C1C=C(C=C2)C(C)(C)O)NC(C[C@@H](C)C2=CC=CC=C2)=O